FC1=CC=C(C=C1)C(N1[C@H](CN(CC1)C1=C(C(N(C=2C=CC(=NC12)C#N)C)=O)Cl)C)C1=CC=C(C=C1)F (S)-8-(4-(bis(4-fluorophenyl)methyl)-3-methylpiperazin-1-yl)-7-chloro-5-methyl-6-oxo-5,6-dihydro-1,5-naphthyridine-2-carbonitrile